C1(CC1)C=1C(=C(OC=2C(=CC(=NC2)C)C2=NOC[C@H](N2)CC2=C(C=C(C=C2)Cl)Cl)C=CC1)F |r| (5RS)-3-[5-(3-cyclopropyl-2-fluorophenoxy)-2-methylpyridin-4-yl]-5-(2,4-dichlorobenzyl)-5,6-di-hydro-4H-1,2,4-oxadiazine